ClC=1C=C(C=C(C1)NS(=O)(=O)C)NC(=O)C1=CN(C(=C1)C1=NC=C(C=C1F)N1CC2(CC2(F)F)CC1)C N-(3-chloro-5-(methylsulfonamido)phenyl)-5-(5-(1,1-difluoro-5-azaspiro[2.4]heptan-5-yl)-3-fluoropyridin-2-yl)-1-methyl-1H-pyrrole-3-carboxamide